N-((1R,2S)-2-(3,4-difluorophenyl)cyclopropyl)-9-methyl-2-(propylsulfanyl)-9H-purin-6-amine FC=1C=C(C=CC1F)[C@H]1[C@@H](C1)NC1=C2N=CN(C2=NC(=N1)SCCC)C